OCCCNC([C@@H](O)C(C)(C)CO)=O D-panthenol